4-hydroxy-3,3-dimethylbutyl benzoate C(C1=CC=CC=C1)(=O)OCCC(CO)(C)C